CC1=NC(=CC(=N1)N1CC2(C1)CNCC2)C(F)(F)F 2-[2-methyl-6-(trifluoromethyl)pyrimidin-4-yl]-2,6-diazaspiro[3.4]octane